tricarbonyl-dichlororuthenium(II) C(=O)=[Ru](Cl)(Cl)(=C=O)=C=O